C(C)(C)(C)OC(=O)N1CCC/2(CC1)NC1=CC=CC=C1\C2=N/[S@](=O)C(C)(C)C (3E)-3-[(R)-tert-butylsulfinyl]iminospiro[indoline-2,4'-piperidine]-1'-carboxylic acid tert-butyl ester